1-((S)-2-(3-((2-(4-methoxypiperidin-1-yl)pyrimidin-4-yl)amino)-8-((2R,3S)-2-methyl-3-(2-(methylsulfonyl)propan-2-yl)azetidin-1-yl)isoquinolin-5-yl)azetidin-1-yl)prop-2-en-1-one COC1CCN(CC1)C1=NC=CC(=N1)NC=1N=CC2=C(C=CC(=C2C1)[C@H]1N(CC1)C(C=C)=O)N1[C@@H]([C@H](C1)C(C)(C)S(=O)(=O)C)C